C(=C)C1=NC2=CC=CC=C2C=C1 vinylquinolin